methyl 5-(2-chloro-4-fluoro-5-methoxy-phenyl)-3-(phenoxycarbonylamino)thiophene-2-carboxylate ClC1=C(C=C(C(=C1)F)OC)C1=CC(=C(S1)C(=O)OC)NC(=O)OC1=CC=CC=C1